6-(2-(4-((4-((2-oxa-6-azaspiro[3.3]heptan-6-yl)methyl)phenyl)ethynyl)phenyl)-3-(((S)-1-fluoropropan-2-yl)amino)propyl)-5-hydroxypyrimidine-4(3H)-one C1OCC12CN(C2)CC2=CC=C(C=C2)C#CC2=CC=C(C=C2)C(CC2=C(C(NC=N2)=O)O)CN[C@H](CF)C